C(=C)C1=CC=C(C=C1)C1=NC=CC=C1 2-(4-vinylphenyl)pyridine